N,N,4-Trimethyl-6,7,8,9-tetrahydro-4H-pyrimido[1,2-a][1,3,5]triazin-2-amine hydrochloride Cl.CN(C=1N=C2N(C(N1)C)CCCN2)C